2-methoxy-N-(3-methyl-4-((2-(piperidin-1-yl)thiazol-5-yl)oxy)phenyl)cyclopropane-1-carboxamide COC1C(C1)C(=O)NC1=CC(=C(C=C1)OC1=CN=C(S1)N1CCCCC1)C